(2S,4S)-1-[(2S)-3,3-dimethyl-2-[[2-(4-piperidylmethoxy)acetyl]amino]butanoyl]-4-hydroxy-N-[(1S)-1-[4-(4-methylthiazol-5-yl)phenyl]ethyl]pyrrolidine-2-carboxamide CC([C@@H](C(=O)N1[C@@H](C[C@@H](C1)O)C(=O)N[C@@H](C)C1=CC=C(C=C1)C1=C(N=CS1)C)NC(COCC1CCNCC1)=O)(C)C